FC(C1=NN(C=C1[N+](=O)[O-])C(O)C1CCCCC1)F 3-difluoromethyl-4-nitro-1H-pyrazole-1-yl-cyclohexylmethanol